(R,E)-4-(3-(4-(dimethylamino)but-2-enamido)phenyl)-N-(1-methyl-1H-pyrrolo[2,3-c]pyridin-7-yl)-N-(piperidin-3-yl)piperidine-1-carboxamide CN(C/C=C/C(=O)NC=1C=C(C=CC1)C1CCN(CC1)C(=O)N([C@H]1CNCCC1)C=1N=CC=C2C1N(C=C2)C)C